4-(6,7-difluoro-3-quinolylamino)-2-{3-methoxy-4-[(1s,3s)-3-(dimethylamino)cyclobutoxy]phenylamino}pyrimidine FC=1C=C2C=C(C=NC2=CC1F)NC1=NC(=NC=C1)NC1=CC(=C(C=C1)OC1CC(C1)N(C)C)OC